NC1=NC=C(C2=C1C(=NN2C(C)C)C2=CC(=C(C=C2)NS(=O)(=O)C(F)F)O[C@@H](C)C2=CC=C(C=C2)F)C=2C=NN(C2)C2CCOCC2 (S)-N-(4-(4-amino-1-isopropyl-7-(1-(tetrahydro-2H-pyran-4-yl)-1H-pyrazol-4-yl)-1H-pyrazolo[4,3-c]pyridin-3-yl)-2-(1-(4-fluorophenyl)ethoxy)phenyl)-1,1-difluoromethane-sulfonamide